ClC1=C2C=CNC2=CC(=C1OC=1C=CC(=C(C1)C=1NC(=NN1)CC=1C=C(C=CC1)CCC(=O)O)F)F 3-(3-((5-(5-((4-chloro-6-fluoro-1H-indol-5-yl)oxy)-2-fluorophenyl)-4H-1,2,4-triazol-3-yl)methyl)phenyl)propanoic acid